(4-(4-Acetamido-3-isopropylbenzyl)phenyl)glycine ethyl ester C(C)OC(CNC1=CC=C(C=C1)CC1=CC(=C(C=C1)NC(C)=O)C(C)C)=O